C1=CC=CC=2C3=CC=CC=C3C(C12)COC(=O)N1[C@@H](CC1)C(=O)O (S)-1-(((9H-fluoren-9-yl)methoxy)carbonyl)-azetidine-2-carboxylic acid